FC=1C=CC(=C(C(=O)N(C(C)C)C(C)C)C1)OC=1C(=NC=NC1)N1CC2(C1)CN(C2)C(=O)[C@H]2N[C@@H]1CC([C@H]2CC1)=C 5-fluoro-2-[(4-{6-[(1s,3s,4r)-5-methylene-2-azabicyclo[2.2.2]octane-3-carbonyl]-2,6-diazaspiro[3.3]hept-2-yl}pyrimidin-5-yl)oxy]-N,N-di(prop-2-yl)benzamide